The molecule is an aromatic ether that is (2-phenoxyethyl)benzene which carries a 2-(dipropylamino)ethyl group at position 3 and a methoxy group at position 6. It is a potent and selective sigma1 receptor antagonist. It has a role as an antipsychotic agent and a receptor modulator. It is an aromatic ether, a member of methoxybenzenes, a tertiary amino compound and a hydrochloride. CCCN(CCC)CCC1=CC(=C(C=C1)OC)OCCC2=CC=CC=C2.Cl.Cl